gamma-(dimethylamino)pyridine CN(C)C1=CC=NC=C1